2-(2H-tetrazol-5-yl)propionic acid N=1NN=NC1C(C(=O)O)C